ClC1=C(C#N)C=C(C=C1)CO[C@H](COCCCCCCCCCCCCCCCCCC)CO 2-Chloro-5-[[(1S)-1-(hydroxymethyl)-2-octadecoxy-ethoxy]methyl]benzonitrile